dimethyl 6,6'-(piperazine-2,6-diyl)dihexanoate, acetic acid salt C(C)(=O)O.N1C(CNCC1CCCCCC(=O)OC)CCCCCC(=O)OC